CC(NC(=O)C)NC(=O)C N,N'-diacetylethylenediamine